[Au]Cl.[NH+]1=CNC2=C1C=CC=C2 benzo[d]imidazolium Gold(I) Chloride